[1,3-bis[2,6-bis(propan-2-yl)phenyl]imidazolidin-2-ylidene](difluoromethyl)silver CC(C)C1=C(C(=CC=C1)C(C)C)N1C(N(CC1)C1=C(C=CC=C1C(C)C)C(C)C)=[Ag]C(F)F